N[C@@H](C[Se](=O)(O)=O)C(=O)NCC(=O)O selenocysteylglycine